bis[perfluoro(2,4-dimethyl-1,3-dioxolan-2-yl)carboxylic acid] magnesium salt [Mg+2].FC1(OC(OC1(F)F)(C(F)(F)F)C(=O)[O-])C(F)(F)F.FC1(OC(OC1(F)F)(C(F)(F)F)C(=O)[O-])C(F)(F)F